tert-butyl 4-(5-(3-methyl-2,6-dioxopiperidin-3-yl)pyridin-2-yl)hexahydropyrrolo[3,2-b]pyrrole-1(2H)-carboxylate CC1(C(NC(CC1)=O)=O)C=1C=CC(=NC1)N1CCC2N(CCC21)C(=O)OC(C)(C)C